C(C)(=O)OC1=CC=C(C=C1)[C@H]1N(C[C@@H](CC1)C)C(=O)OC(C)(C)C tert-Butyl (2S,5R)-2-(4-acetoxyphenyl)-5-methyl-piperidine-1-carboxylate